3-(5-((1-((4'-chloro-5,5-dimethyl-3,4,5,6-tetrahydro-[1,1'-biphenyl]-2-yl)methyl)piperidin-4-yl)methyl)-1-oxoisoindolin-2-yl)piperidine-2,6-dione ClC1=CC=C(C=C1)C1=C(CCC(C1)(C)C)CN1CCC(CC1)CC=1C=C2CN(C(C2=CC1)=O)C1C(NC(CC1)=O)=O